CN1N=C(C=2C[C@H](CCC12)C(F)(F)F)C(=O)N[C@H]1COC2=C(N(C1=O)C)C=CC=C2 (5S)-1-methyl-N-[(3S)-5-methyl-4-oxo-2,3-dihydro-1,5-benzoxazepine-3-yl]-5-(trifluoromethyl)-4,5,6,7-tetrahydroindazole-3-carboxamide